methyl-3-(5-oxa-2-azaspiro[3.4]octan-2-yl)quinoxaline-2-carbonitrile CC1=C2N=C(C(=NC2=CC=C1)C#N)N1CC2(C1)OCCC2